tert-butyl 5-(4-chloro-2-methylbenzyl)-4-oxo-1,3,4,5-tetrahydro-2H-pyrrolo[3,4-c]quinoline-2-carboxylate ClC1=CC(=C(CN2C(C3=C(C=4C=CC=CC24)CN(C3)C(=O)OC(C)(C)C)=O)C=C1)C